ClC=1C=C(CC2=CC(=NC=C2)NC(OC(C)(C)C)=O)C=CC1 Tert-Butyl 4-(3-chlorobenzyl)pyridin-2-ylcarbamate